(R)-3-(3-(3-chloro-4-fluorophenyl)-1-(1,2-dihydroisoquinolin-4-yl)ethyl)urea ClC=1C=C(C=CC1F)C=1NCC2=CC=CC=C2C1[C@@H](C)NC(N)=O